CC1=CC=C2C=CC=NC2=C1S(=O)(=O)NC1=C(C=CC=C1)C#CC=1C=C2C(=NC1)C(OC2)=O 7-methyl-N-[2-(2-{7-oxo-5H,7H-furo[3,4-b]pyridin-3-yl}ethynyl)phenyl]quinoline-8-sulfonamide